FC=1C(=NC=CC1)C=O 3-fluoropyridine-2-carbaldehyde